methyl 3-[(7R)-7-{[(tertbutoxy)carbonyl]amino}-5-azaspiro[2.4]heptane-5-carbonyl]bicyclo[1.1.1]pentane-1-carboxylate C(C)(C)(C)OC(=O)N[C@H]1CN(CC12CC2)C(=O)C21CC(C2)(C1)C(=O)OC